2,5-bis(4-nitrophenyl)pyrimidine [N+](=O)([O-])C1=CC=C(C=C1)C1=NC=C(C=N1)C1=CC=C(C=C1)[N+](=O)[O-]